6-Phenyl-4-hydroxy-7H-pyrrolo[2,3-d]pyrimidine C1(=CC=CC=C1)C1=CC2=C(N=CN=C2O)N1